(2S,3S,4S,5R,6R)-3,4,5,6-tetra(propanoyloxy)tetrahydropyran-2-carboxylic acid C(CC)(=O)O[C@@H]1[C@H](O[C@@H]([C@@H]([C@H]1OC(CC)=O)OC(CC)=O)OC(CC)=O)C(=O)O